4-amino-5-((tetrahydro-2H-pyran-4-yl)amino)picolinonitrile NC1=CC(=NC=C1NC1CCOCC1)C#N